BrC1=NC=CC(=C1)C1=NOC(=C1)C(C)NC(=O)C1=CC(=NN1C)C(C)C N-(1-(3-(2-bromopyridin-4-yl)isoxazol-5-yl)ethyl)-3-isopropyl-1-methyl-1H-pyrazole-5-carboxamide